COC=1C=C(C=C(C1)OC)C(C(C)(S(=O)N)C)CC1=C(N(C2=CC=CC=C12)S(=O)(=O)C1=CC=CC=C1)CP(=O)(OC1=CC=CC=C1)OC1=CC=CC=C1 3,5-dimethoxyphenyl-2-diphenylphosphonomethyl-1-phenyl-sulfonyl-1H-indol-3-ylmethyl-2-methylpropan-2-sulfinamide